FC1=C(C=C(C(=C1)B1OC(C(O1)(C)C)(C)C)C)CC(=O)OC methyl 2-(2-fluoro-5-methyl-4-(4,4,5,5-tetramethyl-1,3,2-dioxaborolan-2-yl)phenyl)acetate